N-[4-(1-cyclohexanecarbonylpiperidin-4-yl)butyl]thieno[2,3-c]pyridine-2-carboxamide C1(CCCCC1)C(=O)N1CCC(CC1)CCCCNC(=O)C1=CC=2C(=CN=CC2)S1